1-benzyl-4-hydroxy-pyrrolidin-2-one C(C1=CC=CC=C1)N1C(CC(C1)O)=O